CP(=O)(C)C1=C(C=CC=C1)NC1=C2C(=NC(=N1)NC1=NC=3CCN(CC3C=C1)C(C(F)(F)F)=O)NN=C2 1-(2-((4-((2-(dimethylphosphoryl)phenyl)amino)-1H-pyrazolo[3,4-d]pyrimidin-6-yl)amino)-7,8-dihydro-1,6-naphthyridin-6(5H)yl)-2,2,2-trifluoroethanone